NC=1C(=C(C=C2C=C(N=CC12)NC(=O)[C@H]1[C@@H](C1)C#N)N1C(OC[C@@H]1C)=O)F |r| (±)-trans-N-(8-amino-7-fluoro-6-((S)-4-methyl-2-oxooxazolidin-3-yl)isoquinolin-3-yl)-2-cyanocyclopropanecarboxamide